BrC=1C=CC(=C(C1)NC1C(NC(CC1)=O)=O)F 3-((5-bromo-2-fluorophenyl)amino)piperidine-2,6-dione